O=C1N(C(C2=CC=CC=C12)=O)CCN1C(SCC1=O)=O 3-(2-(1,3-dioxoisoindolin-2-yl)ethyl)thiazolidine-2,4-dione